tert-butyl 4-(2-(4'-chloro-6-((4-(4-(ethoxycarbonyl)phenyl)piperazin-1-yl)methyl)-4-methyl-2,3,4,5-tetrahydro-[1,1'-biphenyl]-4-yl)ethyl)piperazine-1-carboxylate ClC1=CC=C(C=C1)C=1CCC(CC1CN1CCN(CC1)C1=CC=C(C=C1)C(=O)OCC)(C)CCN1CCN(CC1)C(=O)OC(C)(C)C